OC(CN1CCN(CC1)C=1C=CC(=C(C(=O)NC2(CC2)C=2C=3C4=C(C(N(C4=CC2)C)=O)C=CC3)C1)C)(C)C 5-(4-(2-hydroxy-2-methylpropyl)piperazin-1-yl)-2-methyl-N-(1-(1-methyl-2-oxo-1,2-dihydrobenzo[cd]indol-6-yl)cyclopropyl)benzamide